(E)-4-benzylidene-6-(4-chlorophenyl)-3,5,5-trimethyltetrahydro-2H-pyran-2-one C(/C1=CC=CC=C1)=C\1/C(C(OC(C1(C)C)C1=CC=C(C=C1)Cl)=O)C